NC1=C(C=C(N=N1)C1=C(C=CC=C1)O)N1CC2CCC(C1)N2C2=CC(=NC=C2)C#CCN2CC(CCC2)OC 2-[6-amino-5-[8-[2-[3-(3-methoxy-1-piperidinyl)prop-1-ynyl]-4-pyridinyl]-3,8-diazabicyclo[3.2.1]oct-3-yl]pyridazin-3-yl]phenol